N\C(=C(/C(=O)OCC)\C(=O)C1=CN=NC=C1C)\C(Cl)(Cl)Cl Ethyl (Z)-3-amino-4,4,4-trichloro-2-(5-methylpyridazine-4-carbonyl)but-2-enoate